5-fluoro-2-((1S,2S)-2-(4,4,5,5-tetramethyl-1,3,2-dioxaborolan-2-yl)cyclopropyl)pyrimidine FC=1C=NC(=NC1)[C@@H]1[C@H](C1)B1OC(C(O1)(C)C)(C)C